(2R,4S)-1-(tert-butoxy-carbonyl)-4-fluoro-pyrrolidine-2-carboxylic acid C(C)(C)(C)OC(=O)N1[C@H](C[C@@H](C1)F)C(=O)O